5-(7-(diethylamino)-2-oxo-2H-chromen-3-yl)furan-2-carboxylic acid C(C)N(C1=CC=C2C=C(C(OC2=C1)=O)C1=CC=C(O1)C(=O)O)CC